1-Acetyl-N-(2-methoxy-5-(4-(trifluoromethyl)phenoxy)phenyl)-pyrrolidine-3-carboxamide C(C)(=O)N1CC(CC1)C(=O)NC1=C(C=CC(=C1)OC1=CC=C(C=C1)C(F)(F)F)OC